4-(3-(4-fluorophenyl)-5-methylisoxazol-4-yl)benzenesulfonamide copper [Cu].FC1=CC=C(C=C1)C1=NOC(=C1C1=CC=C(C=C1)S(=O)(=O)N)C